N[C@H]1CN[C@H](CC1)C (3r,6s)-3-amino-6-methylpiperidine